C(C)C1N(CCC[C@@H]1C(=O)OC(C(F)(F)F)(N(C)S(=O)C(C(C(C(C(C(C(C(F)(F)F)(F)F)(F)F)(F)F)(F)F)(F)F)(F)F)(F)F)F)C([C@@H](C)OC1=CC=C2C(=CC(=NC2=C1)Cl)C1=C(C=C(C=C1)F)C)=O N-methyl-perfluorooctanesulfinylaminoethanol ethyl-(3S)-1-[(2R)-2-[[2-chloro-4-(4-fluoro-2-methyl-phenyl)-7-quinolyl]oxy]propanoyl]piperidine-3-carboxylate